C(#N)C1=C(N=C2N(C1=O)C=C(C=C2[C@@H](C)NC2=C(C(=O)O)C=CC=C2)C)C2CCN(CC2)C2=CC=C(C=C2)C#N (R)-2-((1-(3-cyano-2-(1-(4-cyanophenyl)piperidin-4-yl)-7-methyl-4-oxo-4H-pyrido[1,2-a]pyrimidin-9-yl)ethyl)amino)benzoic acid